C(CCCCCC(C)C)S(=O)(=O)[O-].[Li+] lithium isononyl-sulfonate